[3-chloro-4-(4-propionyl-1-piperazinyl)phenyl]-2-phenylacetamide ClC=1C=C(C=CC1N1CCN(CC1)C(CC)=O)C(C(=O)N)C1=CC=CC=C1